FC=1C=C2C(=NNC2=CC1[C@@H]1C[C@@]12C(NC1=CC=C(C=C21)OC)=O)NC2=NC(=NC=C2OC)C (1r,2r)-2-{5-fluoro-3-[(5-methoxy-2-methylpyrimidin-4-yl)amino]-1H-indazol-6-yl}-5'-methoxyspiro[cyclopropan-1,3'-indol]-2'(1'H)-one